N1C(=NC2=C1C=CC=C2)CCC2=CC(=CC1=NC3=CC=CC=C3C=C21)C=2OC=C(N2)C(=O)NCC2=NC=CC=C2 2-{1-[2-(1H-1,3-Benzodiazol-2-yl)ethyl]acridin-3-yl}-N-(pyridin-2-ylmethyl)-1,3-oxazole-4-carboxamide